OC1=CC=C(CN2C(CCCCC2)=O)C=C1 (3R)-1-(4-hydroxybenzyl)-2-oxoazepan